C(C)(C)(C)NC(NC=1C=C2N=CC(N(C2=CC1C)[C@@H](C)C1=CC=CC=C1)=O)=O 3-tert-butyl-1-{7-methyl-2-oxo-1-[(1S)-1-phenylethyl]quinoxalin-6-yl}urea